C(C)NP(O)OC[C@@H]1[C@H]([C@H]([C@@H](O1)N1C(=O)NC(=O)C=C1)OC)O 2'-O-Methyluridine ethylphosphoramidite